C1CC12CNCC[C@H]2C(=O)N2OCC[C@H]2C=2C=NC(=C(C2)F)C (8R)-5-azaspiro[2.5]octan-8-yl-[(3S)-3-(5-fluoro-6-methyl-3-pyridyl)isoxazolidin-2-yl]methanone